C1(=CC=CC=C1)C1=C(C(=CC=C1)C1=CC=CC=C1)NC=1C(=CC=CC1)N N1-([1,1':3',1''-terphenyl]-2'-yl)benzene-1,2-diamine